(S)-2-((3-chloro-5-methylbenzyl)-amino)-1-(2,5-dimethoxyphenyl)ethan-1-ol ClC=1C=C(CNC[C@@H](O)C2=C(C=CC(=C2)OC)OC)C=C(C1)C